COC1=CC=C(C(=O)C2=CC=C(C#N)C=C2)C=C1 4-(4-methoxybenzoyl)benzonitrile